C(C)(C)(C)OC(=O)N[C@H](C(=O)N1N[C@@H](CCC1)C(=O)OC)CC1=CC(=CC(=C1)O[Si](C(C)C)(C(C)C)C(C)C)B1OC(C(O1)(C)C)(C)C methyl (3S)-1-[(2S)-2-[[(tert-butoxy)carbonyl]amino]-3-[3-(tetramethyl-1,3,2-dioxaborolan-2-yl)-5-[[tris(propan-2-yl)silyl]oxy]phenyl]propanoyl]-1,2-diazinane-3-carboxylate